2,6-difluoro-4-((2R,5R)-2-methyl-5-(trifluoromethyl)morpholino)benzoic acid FC1=C(C(=O)O)C(=CC(=C1)N1C[C@H](OC[C@@H]1C(F)(F)F)C)F